FC1=C(C=C2C(=CC(=NC2=C1)C=1C(=NNC1C(F)(F)F)C)C(C)C)C=1N=C(N(C1)C)CO (4-(7-fluoro-4-isopropyl-2-(3-methyl-5-(trifluoromethyl)-1H-pyrazol-4-yl)quinoline-6-yl)-1-methyl-1H-imidazol-2-yl)methanol